N2,N2,N2',N2'-TETRAKIS([1,1'-BIPHENYL]-4-YL)-[1,1'-BIPHENYL]-2,2'-DIAMINE C1(=CC=C(C=C1)N(C=1C(=CC=CC1)C=1C(=CC=CC1)N(C1=CC=C(C=C1)C1=CC=CC=C1)C1=CC=C(C=C1)C1=CC=CC=C1)C1=CC=C(C=C1)C1=CC=CC=C1)C1=CC=CC=C1